perfluorosebacic acid FC(C(=O)O)(C(C(C(C(C(C(C(C(=O)O)(F)F)(F)F)(F)F)(F)F)(F)F)(F)F)(F)F)F